BrC=1C=C2CCN(CC2=CC1)C(C(C)(C)C)=O 1-(6-bromo-3,4-dihydro-1H-isoquinolin-2-yl)-2,2-dimethyl-propan-1-one